C(=C)[Si](O[Si](O[Si](C=C)(C)C)(C1=CC=CC=C1)C1=CC=CC=C1)(C)C 1,5-divinyl-3,3-diphenyl-tetramethyltrisiloxane